isopropyl 4-(((R)-1-((R)-2,2-difluorocyclopropane-1-carbonyl)piperidin-3-yl)amino)-1H-pyrrolo[2,3-b]pyridine-5-carboxylate FC1([C@H](C1)C(=O)N1C[C@@H](CCC1)NC1=C2C(=NC=C1C(=O)OC(C)C)NC=C2)F